N-cinnamoyl-tryptophan C(C=CC1=CC=CC=C1)(=O)N[C@@H](CC1=CNC2=CC=CC=C12)C(=O)O